methyl-dimethylaluminum C[Al](C)C